(1R,2S,5S)-3-(2,2-diphenylacetyl)-8-(((4-methylbenzyl)oxy)carbonyl)-3,8-diazabicyclo[3.2.1]octane-2-carboxylic acid C1(=CC=CC=C1)C(C(=O)N1[C@@H]([C@H]2CC[C@@H](C1)N2C(=O)OCC2=CC=C(C=C2)C)C(=O)O)C2=CC=CC=C2